Ammonium Dipropylheptyl Sulfosuccinate S(=O)(=O)(O)C(C(=O)OC(CCCCCC)(CCC)CCC)CC(=O)[O-].[NH4+]